2-[4-[5-Amino-4-cyano-1-(1-hydroxy-2-methylpropan-2-yl)pyrazol-3-yl]phenyl]-N-[3-[4-(trifluoromethyl)bicyclo[2.2.1]heptan-1-yl]-1,2-oxazol-5-yl]acetamide NC1=C(C(=NN1C(CO)(C)C)C1=CC=C(C=C1)CC(=O)NC1=CC(=NO1)C12CCC(CC1)(C2)C(F)(F)F)C#N